N-(6-(4,4-difluoropiperidin-1-yl)-1-(4-fluorophenyl)-1H-pyrazolo[3,4-d]pyrimidin-4-yl)-5-nitrothiophene-2-carboxamide FC1(CCN(CC1)C1=NC(=C2C(=N1)N(N=C2)C2=CC=C(C=C2)F)NC(=O)C=2SC(=CC2)[N+](=O)[O-])F